6-(2,6-dichlorophenyl)-2-({4-[2-(4-methylpiperazin-1-yl)ethyl]phenyl}amino)imidazo[1,2-a]pyrimido[5,4-e]pyrimidin-5(6H)-one ClC1=C(C(=CC=C1)Cl)N1C=2N(C3=C(C1=O)C=NC(=N3)NC3=CC=C(C=C3)CCN3CCN(CC3)C)C=CN2